N(=C=O)C1=C(C(=CC=C1N=C=O)O)C=1C(=CC=C(C1N=C=O)N=C=O)O 3,3'-diisocyanato-4,4'-diisocyanatobiphenol